4-((5-(trifluoromethyl)pyridin-3-yl)oxy)benzonitrile FC(C=1C=C(C=NC1)OC1=CC=C(C#N)C=C1)(F)F